4-oxopyrido[1,2-a]pyrimidine-2-carboxylic acid hydrochloride Cl.O=C1C=C(N=C2N1C=CC=C2)C(=O)O